COC(=O)C=1C(=CC=C2C(=CC=NC12)NC=1N=CSC1C(N)=O)C=1C=NN(C1C)CC12CC3CC(CC(C1)C3)C2 7-(1-(adamantan-1-ylmethyl)-5-methyl-1H-pyrazol-4-yl)-4-((5-carbamoyl-thiazol-4-yl)amino)quinoline-8-carboxylic acid methyl ester